C[Si](C)(C)[Al][Si](C)(C)C di(trimethylsilyl)aluminum